(benzyloxy)-5-fluoro-1-methyl-1H-indole C(C1=CC=CC=C1)OC=1N(C2=CC=C(C=C2C1)F)C